N1N=CC(=C1)C=1C2=C(C(=NC1)NCC=1C=C(C(=O)NCC3=NC=CC=C3)C=CC1)CCO2 3-(((7-(1H-pyrazol-4-yl)-2,3-dihydrofuro[3,2-c]pyridin-4-yl)amino)methyl)-N-(pyridin-2-ylmethyl)benzamide